tert-butyl 3-(6-(5-(2-(pyridin-4-ylamino)acetamido)pyrazolo[1,5-a]pyridin-3-yl)pyridin-2-yl)piperidine-1-carboxylate N1=CC=C(C=C1)NCC(=O)NC1=CC=2N(C=C1)N=CC2C2=CC=CC(=N2)C2CN(CCC2)C(=O)OC(C)(C)C